6-[[5-[(6-cyano-4-methyl-3-pyridinyl)oxy]-3-methyl-imidazo[4,5-b]pyridin-7-yl]amino]-N-(2-dimethylaminoethyl)pyridine-3-carboxamide C(#N)C1=CC(=C(C=N1)OC1=CC(=C2C(=N1)N(C=N2)C)NC2=CC=C(C=N2)C(=O)NCCN(C)C)C